(R)-N-(6-fluoroisoquinolin-1-yl)-4-(5-methyl-1,3,4-thiadiazol-2-yl)-N-(piperidin-3-yl)benzamide FC=1C=C2C=CN=C(C2=CC1)N(C(C1=CC=C(C=C1)C=1SC(=NN1)C)=O)[C@H]1CNCCC1